FC1=CC=C(C=C1)N1N=CC2=C1C=C1CCN(CC1(C2)C(=O)C=2N=C(SC2)[Si](C)(C)C)C(=O)[O-] 1-(4-fluorophenyl)-4a-(2-(trimethylsilyl)thiazole-4-carbonyl)-4a,5,7,8-tetrahydro-1H-pyrazolo[3,4-g]isoquinoline-6(4H)-carboxylate